3-(4-biphenylyl)4-phenyl-5-tert-butylphenyl-1,2,4-Triazole C1(=CC=C(C=C1)C=1C=C(C=C(C1C1=CC=CC=C1)C(C)(C)C)C1=NNC=N1)C1=CC=CC=C1